N-ethyl-N-(2-hydroxyethyl)benzenesulfonamide C(C)N(S(=O)(=O)C1=CC=CC=C1)CCO